7-ethyl-6-ethynyl-5-fluoro-N-((3R,4R)-3-fluoro-1-(methylsulfonyl)piperidin-4-yl)pyrrolo[2,1-f][1,2,4]triazin-2-amine C(C)C1=C(C(=C2C=NC(=NN21)N[C@H]2[C@@H](CN(CC2)S(=O)(=O)C)F)F)C#C